2-(3-chlorophenyl)-2-methyl-1-phenylpropyl (1-oxo-1-((1-oxo-3-(2-oxopyrrolidin-3-yl)propan-2-yl)amino)hexan-2-yl)carbamate O=C(C(CCCC)NC(OC(C(C)(C)C1=CC(=CC=C1)Cl)C1=CC=CC=C1)=O)NC(C=O)CC1C(NCC1)=O